C1(CCCCC1)N1C=NC(=C1C1=NC(=NC=C1)NCC1CCCC1)C1=CC=C(C=C1)F 4-(1-Cyclohexyl-4-(4-fluorophenyl)-1H-imidazol-5-yl)-N-(cyclopentylmethyl)pyrimidin-2-amine